CC=1N=C2N(N=C(C=C2)C=2N=C3N(C(C2)=O)C=C(C=C3)N3C[C@@H](CC3)N3CCCC3)C1 2-(2-methylimidazo[1,2-b]pyridazin-6-yl)-7-[(3R)-3-pyrrolidin-1-ylpyrrolidin-1-yl]pyrido[1,2-a]pyrimidin-4-one